ethyl 7-chloro-8-methyl-6-oxo-5H-1,5-naphthyridine-3-carboxylate ClC=1C(NC=2C=C(C=NC2C1C)C(=O)OCC)=O